disodium chromite [Cr](=O)([O-])[O-].[Na+].[Na+]